27-hydroxyheptacosyl docos-13-enoate C(CCCCCCCCCCCC=CCCCCCCCC)(=O)OCCCCCCCCCCCCCCCCCCCCCCCCCCCO